N1=C(N=CC=C1)C1=CN=[NH+]C=C1 4-(pyrimidin-2-yl)pyridazin-1-ium